NC=1C(NC2=C(N=CC(=C2C1C1=C2C=NNC2=C(C=C1)F)OCCC)C)=O 3-Amino-4-(7-fluoro-1H-indazol-4-yl)-8-methyl-5-propoxy-1H-1,7-naphthyridin-2-one